N1C(=NC=C1)CN(C1=CC(=CC=C1)OC=1C=NC=CC1)C(C)C (1H-imidazol-2-ylmethyl)-isopropyl-[3-(pyridin-3-yloxy)-phenyl]-amine